(3-acetyl-2-methyl-5-(pyridin-4-yl)-1H-indol-7-yl)carbamic acid ethyl ester C(C)OC(NC=1C=C(C=C2C(=C(NC12)C)C(C)=O)C1=CC=NC=C1)=O